1,1-di(tertamylperoxy)cyclohexane C(C)(C)(CC)OOC1(CCCCC1)OOC(C)(C)CC